1-(tetrahydrofuran-3-yl)-1H-pyrazol-4-amine O1CC(CC1)N1N=CC(=C1)N